4-amino-3-bromo-5-(hydroxymethyl)benzonitrile NC1=C(C=C(C#N)C=C1CO)Br